C(C)(C)(C)C1=CC(=NC=C1)N1C2=CC=C(C=C2C=2C=CC(=CC12)O)C(F)(F)F 9-(4-(tert-butyl)pyridin-2-yl)-6-(trifluoromethyl)-9H-carbazol-2-ol